Tert-butyl N-[(1S)-(5-fluoro-3-pyridyl)-3-hydroxy-propyl]-N-hydroxy-carbamate FC=1C=C(C=NC1)C(CCN(C(OC(C)(C)C)=O)O)O